C(\C=C\C)(=O)OCCOCCOC(\C=C\C)=O diethylene glycol dicrotonate